(2R,4R)-4-((S)-2-aminopropionamido)-2-(4-dihydroxyboryl-butyl)pyrrolidine-2-carboxylic acid N[C@H](C(=O)N[C@@H]1C[C@@](NC1)(C(=O)O)CCCCB(O)O)C